C(C)(C)OC1=CC=C(C=C1)OB(O)O 4-isopropoxyphenyl-boric acid